2-Aminooxy-N-[3-(trimethoxysilyl)propyl]propanamide NOC(C(=O)NCCC[Si](OC)(OC)OC)C